(6-bromo-2-pyridyl)(1-methyl-4-piperidinyl)methanone BrC1=CC=CC(=N1)C(=O)C1CCN(CC1)C